4-Imidazolemethanol hydrochloride Cl.N1C=NC(=C1)CO